(S)-2-amino-3-(4-(2-amino-4-((R)-1-(4-chloro-2-(3-methyl-1H-pyrazol-1-yl)phenyl)-2,2,2-trifluoroethoxy)thieno[3,2-d]pyrimidin-7-yl)phenyl)propanoic acid hydrochloride Cl.N[C@H](C(=O)O)CC1=CC=C(C=C1)C1=CSC2=C1N=C(N=C2O[C@@H](C(F)(F)F)C2=C(C=C(C=C2)Cl)N2N=C(C=C2)C)N